3-(methylthio)aniline CSC=1C=C(N)C=CC1